CC1=C(C(=CC(=C1)C)C)N1CN(C=C1)C1=C(C=C(C=C1C)C)C 1,3-bis(2,4,6-trimethylphenyl)imidazol